FC1=CC=C2C=C(N(C2=C1)CCOC)C1=NC=2C=C(C=C3OCCN1C23)C=O (2-mono(6-fluoro-1-(2-methoxyethyl)-1H-indol-2-yl)-3,4-dihydro-5-oxa-1,2a-diazaacenaphthylen-7-yl)methanone